5-[(4-phenoxyphenoxy)methyl]-1,3,4-oxadiazol-2(3H)-one O(C1=CC=CC=C1)C1=CC=C(OCC2=NNC(O2)=O)C=C1